BrC1=CC=C(C=C1)NS(=O)(=O)C=1C=C(C=CC1)NC(C1=CC=C(C=C1)C#N)=O N-(3-(N-(4-bromophenyl)sulfamoyl)phenyl)-4-cyanobenzamide